(S)-4-((dimethylamino)methyl)-2-fluoro-N'-(1,2,3,5,6,7-hexahydro-s-indacen-4-ylcarbamoyl)benzene-sulfonimidamide CN(C)CC1=CC(=C(C=C1)[S@](=O)(N)=NC(NC1=C2CCCC2=CC=2CCCC12)=O)F